BrC=1C=C2C(=NC=NC2=CC1)N1[C@H](CN(CC1)C1=NC=CC=C1)C (S)-6-bromo-4-(2-methyl-4-(pyridin-2-yl)piperazin-1-yl)quinazoline